C(C(=C)C)(=O)OCCCCCC(=O)OC(C)(C)C tert-butyl 6-methacryloyloxyhexanoate